FC1=C(COC=2C=C3N(C(N2)=O)C[C@@H]2N3COC2)C=CC=C1F (S)-6-((2,3-difluorobenzyl)oxy)-10,10a-dihydro-1H-oxazolo[3',4':3,4]imidazo[1,2-c]pyrimidin-8(3H)-one